4-chloro-7-isopropylbenzo[f]isoquinoline ClC1=NC=CC=2C3=C(C=CC12)C(=CC=C3)C(C)C